FC=1C=C(C=NC1)NC(O[C@H](C)[C@H](C)OC1=CC2=C(N=C(S2)C=2C=C(C=C3C=C(C=NC23)OC)C)C(=C1F)Cl)=O (2R,3S)-3-((4-chloro-5-fluoro-2-(3-methoxy-6-methylquinolin-8-yl)benzo[d]thiazol-6-yl) oxy)butan-2-yl (5-fluoropyridin-3-yl)carbamate